tert-butyl 4-[5-[3-[6-chloro-3-[[ethyl(methyl)sulfamoyl]amino]-2-fluoro-benzoyl]-1H-pyrrolo[2,3-b]pyridin-5-yl]pyrimidin-2-yl]piperazine-1-carboxylate ClC1=CC=C(C(=C1C(=O)C1=CNC2=NC=C(C=C21)C=2C=NC(=NC2)N2CCN(CC2)C(=O)OC(C)(C)C)F)NS(N(C)CC)(=O)=O